(2S)-1-((2-(((2,3-dihydro-1H-inden-2-yl)oxy)methyl)-3',5'-dimethoxy-4'-methyl-[1,1'-biphenyl]-4-yl)amino)-2-methylcyclopropane-1-carboxylic acid C1C(CC2=CC=CC=C12)OCC1=C(C=CC(=C1)NC1([C@H](C1)C)C(=O)O)C1=CC(=C(C(=C1)OC)C)OC